BrC1=CC(=C(C=C1)B1OC(C(O1)(C)C)(C)C)OC(F)F 2-(4-bromo-2-(difluoromethoxy)phenyl)-4,4,5,5-tetramethyl-1,3,2-dioxaborolane